COC([C@@H](N(NC(=O)C=1OC2=CC=CC(=C2C(C1)=O)OC1=C(C=CC=C1)Br)C)CC1=CC=CC=C1)=O methyl-(5-((2-bromophenyl)oxy)-4-oxo-4H-chromene-2-carbonylamino)-L-phenylalanine methyl ester